1-chloro-2,2,6,6-tetramethylphosphinane ClP1C(CCCC1(C)C)(C)C